ClC1=C(C(=C(C=C1)C1(CC1)C(=O)O)OC)F 1-(4-chloro-3-fluoro-2-methoxyphenyl)cyclopropane-1-carboxylic acid